NC1=NC2=CC(=CC=C2C=C1)CN(C(=O)C=1C=NC=CC1)C1=C(C=C(C=C1)Br)S(=O)(=O)C N-[(2-aminoquinolin-7-yl)methyl]-N-(4-bromo-2-methanesulfonylphenyl)pyridine-3-carboxamide